ClC=1C(=C(C=C(C1)F)[C@H](C)N1C(CN(CC1)C(=O)OC(C)(C)C)=O)CO (S)-tert-Butyl 4-(1-(3-chloro-5-fluoro-2-(hydroxymethyl)phenyl)ethyl)-3-oxopiperazine-1-carboxylate